(1r,2'S,4S)-4-(3-chloroanilino)-6'-fluoro-2'-[(2R)-2-methyl-3-{[(5R)-5-methyl-5,6,7,8-tetrahydroquinolin-4-yl]oxy}propyl]-2',3'-dihydrospiro[cyclohexane-1,1'-indene]-4-carboxylic acid ClC=1C=C(NC2(CCC3([C@H](CC4=CC=C(C=C34)F)C[C@H](COC3=CC=NC=4CCC[C@H](C34)C)C)CC2)C(=O)O)C=CC1